(tert-butyl)copper C(C)(C)(C)[Cu]